ClCC(=O)N1CCC(CC1)C(=O)NC1=CC=CC=C1 1-(2-chloroacetyl)-N-phenylpiperidine-4-carboxamide